6-(1H-pyrazol-3-yl)-5-((tetrahydro-2H-pyran-4-yl)amino)pyrazine-2-carboxamide N1N=C(C=C1)C1=C(N=CC(=N1)C(=O)N)NC1CCOCC1